2-[Bis(2-hydroxyethyl)amino]-2-(hydroxymethyl)propan-1,3-diol OCCN(C(CO)(CO)CO)CCO